1-(4-(benzylamino)-8-(tert-butoxycarbonyl)-5,6,7,8-tetrahydropyrido[2,3-d]pyrimidin-2-yl)-2-methyl-1H-indole-4-carboxylic acid C(C1=CC=CC=C1)NC=1C2=C(N=C(N1)N1C(=CC=3C(=CC=CC13)C(=O)O)C)N(CCC2)C(=O)OC(C)(C)C